O1CCOC2=C1C=CC(=C2)B(O)O 2,3-dihydro-1,4-benzodioxin-6-ylboronic acid